3-chloro-3'-fluoro-2'-(2-fluoro-3-(3,4,5-trimethyl-1H-pyrazol-1-yl)phenyl)-5',6-dimethyl-2-oxo-2H-[1,4'-bipyridin]-4-yl trifluoromethanesulfonate FC(S(=O)(=O)OC1=C(C(N(C(=C1)C)C1=C(C(=NC=C1C)C1=C(C(=CC=C1)N1N=C(C(=C1C)C)C)F)F)=O)Cl)(F)F